ClC1=C(C=C(C=C1)F)C1=CC=C(N=N1)NC1[C@@H]2CN(C[C@H]12)CC1=NC=CC=C1 (1R,5S,6s)-N-[6-(2-chloro-5-fluoro-phenyl)pyridazin-3-yl]-3-(2-pyridylmethyl)-3-azabicyclo[3.1.0]hexan-6-amine